COC([C@@H](NC(CCCNC(=O)OC(C)(C)C)=O)CC1=CNC2=CC=CC=C12)=O 4-((tert-butoxycarbonyl)amino)butyryl-L-tryptophan methyl ester